1-Isothiocyanato(methylsulfonyl)-octane N(=C=S)C(CCCCCCC)S(=O)(=O)C